aluminum butoxide (n-butoxide) [O-]CCCC.[O-]CCCC.[Al+2]